[O-]S(=O)(=O)C(F)(F)F.[Rh+].C12=CC=C(CC1)C2.C21=CC=C(CC2)C1 bis(norbornadiene) rhodium (I) triflate